C(C)OC=1C=C(C=CC1)C1=NN(C=C1)C1=NC=2N(C(=C1)N1CCOCC1)N=C(C2)C2=CC=NC=C2 4-(5-(3-(3-ethoxyphenyl)-1H-pyrazol-1-yl)-2-(pyridin-4-yl)pyrazolo[1,5-a]pyrimidin-7-yl)morpholine